2-β-hydroxyethyl-p-phenylenediamine OCCC1=C(C=CC(=C1)N)N